ClC=1C(=CC(=C(C1)S(=O)(=O)NC1=NC=NS1)F)NCCCCN1C[C@@H](CC1)NC 5-chloro-2-fluoro-4-({4-[(3R)-3-(methylamino)pyrrolidin-1-yl]-butyl}-amino)-N-1,2,4-thiadiazol-5-ylbenzene-sulfonamide